trans-rac-7-methoxy-4-(1-methyl-3-phenyl-1H-pyrazol-4-yl)quinazolin-6-yl (2R,5S)-2,5-dimethylmorpholine-4-carboxylate C[C@@H]1CN([C@H](CO1)C)C(=O)OC=1C=C2C(=NC=NC2=CC1OC)C=1C(=NN(C1)C)C1=CC=CC=C1 |r|